(6R)-6-({2-[4-(trifluoromethyl)phenyl][1,2,4]triazolo[1,5-c]quinazolin-5-yl}amino)-1,4-diazepan-5-one FC(C1=CC=C(C=C1)C1=NN2C(=NC=3C=CC=CC3C2=N1)N[C@H]1C(NCCNC1)=O)(F)F